(5-chloro-4-methyl-2-oxo-1H-1,6-naphthyridin-3-yl)acetic acid ClC1=C2C(=C(C(NC2=CC=N1)=O)CC(=O)O)C